((2R,6R)-4-(2-fluoro-4-methoxybenzoyl)-2,6-dimethylpiperazin-1-yl)(2-fluoro-5-methoxyphenyl)methanone methyl-2-((5-chloro-2-(3,3-difluoroazetidin-1-yl)phenyl)amino)-2-oxoacetate COC(C(=O)NC1=C(C=CC(=C1)Cl)N1CC(C1)(F)F)=O.FC1=C(C(=O)N2C[C@H](N([C@@H](C2)C)C(=O)C2=C(C=CC(=C2)OC)F)C)C=CC(=C1)OC